C1[C@@H](C2CC1C[C@@H]2N=C=O)N=C=O 2β,6α-bis(isocyanato)norbornane